t-butyl-8-bromo-6-hydroxy-3,4-dihydroisoquinoline-2(1H)-carboxylate C(C)(C)(C)OC(=O)N1CC2=C(C=C(C=C2CC1)O)Br